C1(CC1)COC1=C(C=CC(=N1)C(=O)N[C@H](COCCF)CC(C)C)N1CC(C1)(F)F 6-(cyclopropylmethoxy)-5-(3,3-difluoroazetidin-1-yl)-N-[(2S)-1-(2-fluoroethoxy)-4-methylpent-2-yl]pyridine-2-carboxamide